4-({[5-(3-Chlorophenyl)-1,3-oxazol-2-yl]methyl}sulfanyl)-6-phenyl-1,3,5-triazin-2-amin ClC=1C=C(C=CC1)C1=CN=C(O1)CSC1=NC(=NC(=N1)C1=CC=CC=C1)N